COC1=CC=C(C=C1)CNC(=O)NC1=CC=C(C=C1)CC(N1CCN(CC1)CC(F)(F)F)=O N-[(4-methoxyphenyl)methyl][(4-{2-oxo-2-[4-(2,2,2-trifluoroethyl)piperazinyl]ethyl}phenyl)amino]carboxamide